(1-((tert-butoxycarbonyl)(methyl)amino)cyclopropyl)methyl (S)-1-(4-fluorophenyl)-3,4-dihydroisoquinoline-2(1H)-carboxylate FC1=CC=C(C=C1)[C@@H]1N(CCC2=CC=CC=C12)C(=O)OCC1(CC1)N(C)C(=O)OC(C)(C)C